2-methyl-2H-1,2,3-triazole-4-amine hydrochloride Cl.CN1N=CC(=N1)N